2-[1-[4-[6-(cyclopentylamino)pyrazin-2-yl]-2,6-difluoro-phenyl]-4-piperidinyl]acetic acid C1(CCCC1)NC1=CN=CC(=N1)C1=CC(=C(C(=C1)F)N1CCC(CC1)CC(=O)O)F